NCC1=NC=CC(=C1F)C=1C=CC2=C(C(=CO2)COC2=C(C=CC(=C2)OC)CC(=O)O)C1 2-(2-((5-(2-(aminomethyl)-3-fluoropyridin-4-yl)benzofuran-3-yl)methoxy)-4-methoxyphenyl)acetic acid